1-methyl-3-bromo-5-(3-trifluoromethylphenyl)-1H-pyridin-4-one CN1C=C(C(C(=C1)C1=CC(=CC=C1)C(F)(F)F)=O)Br